C[C@H](CCO)CC\C=C(/CC)\C (S,Z)-3,7-dimethylnon-6-en-1-ol